CN1CCN(CC1)S(=O)(=O)C1=C(C=CC(=C1)[N+](=O)[O-])C 1-methyl-4-((2-methyl-5-nitrophenyl)sulfonyl)piperazine